FC1(CCOCC1)CC1=CC=C(C=C1)C=1C=CC(NC1C(F)(F)F)=O 5-(4-((4-fluorotetrahydro-2H-pyran-4-yl)methyl)phenyl)-2-oxo-6-(trifluoromethyl)-1,2-dihydropyridine